NC1=C(C(=C(C=C1C)C1=CC(=CC(=C1)C)C(=O)O)N)C(=O)O diamino-3,3'-dicarboxy-5,5'-dimethylbiphenyl